2-methyl-5-nitro-2H-isoquinolin-1-one CN1C(C2=CC=CC(=C2C=C1)[N+](=O)[O-])=O